(2R)-2-[(3R)-3,4-dimethylpiperazin-1-yl]-N-(3-{5-fluoro-2-[(3-methoxy-1-methyl-1H-pyrazol-4-yl)amino]pyrimidin-4-yl}-1H-indol-7-yl)propanamide C[C@@H]1CN(CCN1C)[C@@H](C(=O)NC=1C=CC=C2C(=CNC12)C1=NC(=NC=C1F)NC=1C(=NN(C1)C)OC)C